C[C@@H]1N(CCN(C1)C1=C2C(=NC=C1)N(CC2)C(NC=2C=NC=1N(C2)C=C(N1)C)=O)C(=O)OC(C)(C)C tert-butyl (S)-2-methyl-4-(1-((2-methylimidazo[1,2-a]pyrimidin-6-yl)carbamoyl)-2,3-dihydro-1H-pyrrolo[2,3-b]pyridin-4-yl)piperazine-1-carboxylate